COC1=C(CNS(=O)(=O)C2=C(C=CC(=C2)[N+](=O)[O-])N2N=CC(=C2)CCO)C=CC(=C1)OC N-(2,4-dimethoxybenzyl)-2-[4-(2-hydroxyethyl)-1H-pyrazol-1-yl]-5-nitro-benzenesulfonamide